C(CCCCCCC)C1=CC=C(C=C1)O p-octylphenol